NC(C#N)C1=C2C(=CN=C1)N(N=C2C#CC)C 2-amino-2-(1-methyl-3-prop-1-ynyl-pyrazolo[3,4-c]pyridin-4-yl)acetonitrile